2-CHLORo-4-METHYLANILIN ClC1=C(N)C=CC(=C1)C